FC(C1=NN=C(O1)C1=CC(=C(CN(C(=S)N2CC3(C2)CN(C3)C)C3=CC(=C(C=C3)F)F)C=C1)F)F N-(4-(5-(difluoromethyl)-1,3,4-oxadiazol-2-yl)-2-fluorobenzyl)-N-(3,4-difluorophenyl)-6-methyl-2,6-diazaspiro[3.3]heptane-2-thioamide